N1(NC12CCCCC2)C(=O)[O-] Diazaspiro[2.5]octane-1-carboxylate